Hendecen-10-al C=CCCCCCCCC(C)=O